1-(4-trifluoromethoxyphenyl)-2-(4-(hexyloxy)phenyl)diazene FC(OC1=CC=C(C=C1)N=NC1=CC=C(C=C1)OCCCCCC)(F)F